10-hydroxydecyl 3-((2-(4-methylcyclohex-3-en-1-yl)propan-2-yl)thio)propanoate CC1=CCC(CC1)C(C)(C)SCCC(=O)OCCCCCCCCCCO